tert-butyl (S)-(1-(7-methyl-4-(methylsulfonyl)thieno[3,2-c]pyridazin-6-yl)propan-2-yl)carbamate CC1=C(SC2=C1N=NC=C2S(=O)(=O)C)C[C@H](C)NC(OC(C)(C)C)=O